5-fluoropyrimidin-2-carbonitrile FC=1C=NC(=NC1)C#N